Methyl 3-[[(1R)-1-[3,6-dimethyl-2-(2-methylindazol-5-yl)-4-oxo-chromen-8-yl]ethyl]amino]pyridine-2-carboxylate CC1=C(OC2=C(C=C(C=C2C1=O)C)[C@@H](C)NC=1C(=NC=CC1)C(=O)OC)C1=CC2=CN(N=C2C=C1)C